FC=1C=C(C=C(C1OC)C)C12CCC(CC1)(CC2)C=O 4-(3-Fluoro-4-methoxy-5-methylphenyl)bicyclo[2.2.2]octane-1-carbaldehyde